COC1=C(C=CC(=C1)OC)C1=CC=C2C/C(/C(C2=C1)=O)=N/O (2Z)-6-(2,4-dimethoxyphenyl)-2-(hydroxyimino)-2,3-dihydro-1H-inden-1-one